(S)-tert-butyl 4-(4-chloro-3-(4-(trimethylsilyl)-1H-1,2,3-triazol-1-yl) phenyl)-2,2-dimethyloxazolidine-3-carboxylate ClC1=C(C=C(C=C1)[C@@H]1N(C(OC1)(C)C)C(=O)OC(C)(C)C)N1N=NC(=C1)[Si](C)(C)C